N(=[N+]=[N-])C1C(=O)N(C(C1)=O)O azido-N-hydroxysuccinimide